CNC(CN(CCC)CC1=NC2=CC(=CC=C2C(N1)=O)C)=O N-methyl-2-(((7-methyl-4-oxo-3,4-dihydroquinazolin-2-yl)methyl)(propyl)amino)acetamide